FC(CCN1C[C@H](CC1)NC(=O)C=1C=2C[C@@H]3[C@H](C2N(N1)C1=C(C=C(C=C1)F)F)C3)(F)F (1aR,5aR)-2-(2,4-Difluoro-phenyl)-1a,2,5,5a-tetrahydro-1H-2,3-diaza-cyclopropa[a]pentalene-4-carboxylic acid [(S)-1-(3,3,3-trifluoro-propyl)-pyrrolidin-3-yl]-amide